(3s,5r)-3-aminomethyl-6-cyclopentyl-5-methyl-hexanoic acid NC[C@H](CC(=O)O)C[C@@H](CC1CCCC1)C